((S)-1-(((S)-1-hydroxy-3-(2-oxo-1,2-dihydropyridin-3-yl)propan-2-yl)amino)-1-oxohexan-2-yl)carbamic acid OC[C@H](CC=1C(NC=CC1)=O)NC([C@H](CCCC)NC(O)=O)=O